NC1(CC1)C1=CC=C(C=C1)C1=C(C(=CC=C1)S(=O)(=O)N1CCC2(C[C@H](CO2)NC[C@@H](COC2=CC(=CC=C2)S(=O)(=O)C2(CC2)CO)O)CC1)C (S)-1-((R)-8-(4'-(1-aminocyclopropyl)-2-methylbiphenyl-3-ylsulfonyl)-1-oxa-8-azaspiro[4.5]decan-3-ylamino)-3-(3-(1-(hydroxymethyl)cyclopropylsulfonyl)phenoxy)propan-2-ol